6-(7-(8-Ethyl-7-fluoro-3-hydroxynaphthalen-1-yl)-8-fluoro-2-(((2R,7aS)-2-fluorotetrahydro-1H-pyrrolizin-7a(5H)-yl)methoxy)pyrido[4,3-d]pyrimidin-4-yl)-6-azabicyclo[3.2.1]octan-2-ol C(C)C=1C(=CC=C2C=C(C=C(C12)C1=C(C=2N=C(N=C(C2C=N1)N1C2CCC(C(C1)C2)O)OC[C@]21CCCN1C[C@@H](C2)F)F)O)F